(S)-2-(1-(4-(difluoromethyl)pyrimidin-5-yl)cyclopropane-1-carboxamido)-4-(((S)-3-fluoro-2-methoxypropyl)(4-(5,6,7,8-tetrahydro-1,8-naphthyridin-2-yl)butyl)amino)butanoic acid FC(C1=NC=NC=C1C1(CC1)C(=O)N[C@H](C(=O)O)CCN(CCCCC1=NC=2NCCCC2C=C1)C[C@@H](CF)OC)F